3-((2S)-3-(8-(2-bromophenylsulfonyl)-1-oxa-8-azaspiro[4.5]decan-3-ylamino)-2-hydroxypropoxy)-N-methylbenzenesulfonamide BrC1=C(C=CC=C1)S(=O)(=O)N1CCC2(CC(CO2)NC[C@@H](COC=2C=C(C=CC2)S(=O)(=O)NC)O)CC1